N1(N=CC=C1)CC1=CC(=C2C(=N1)ON=C2N(C(OC(C)(C)C)=O)C(=O)OC(C)(C)C)OC tert-butyl (6-((1H-pyrazol-1-yl)methyl)-4-methoxyisoxazolo[5,4-b]pyridin-3-yl)(tert-butoxycarbonyl)carbamate